FC1=CC=C(C=C1)C1=C(C=2N(C(=N1)N)N=C(N2)CC=2SC=CN2)C2=CC(=NC=C2)C 7-(4-fluorophenyl)-8-(2-methylpyridin-4-yl)-2-(thiazol-2-ylmethyl)-[1,2,4]triazolo[1,5-c]pyrimidin-5-amine